N-{8-(benzyloxy)quinolin-5-yl}acrylamide C(C1=CC=CC=C1)OC=1C=CC(=C2C=CC=NC12)NC(C=C)=O